indole-6-carboxamide N1C=CC2=CC=C(C=C12)C(=O)N